N-[5-fluoro-2-(2,2,2-trifluoroethoxy)pyrimidin-4-yl]-5-{[(2S,5R)-4-(3-methoxypropyl)-2,5-dimethyl-piperazin-1-yl]carbonyl}-6,6-dimethyl-1,4,5,6-tetrahydropyrrolo[3,4-c]pyrazol-3-amine FC=1C(=NC(=NC1)OCC(F)(F)F)NC=1C2=C(NN1)C(N(C2)C(=O)N2[C@H](CN([C@@H](C2)C)CCCOC)C)(C)C